1-[(4-{3-azabicyclo[3.1.0]hex-3-yl}-3-cyanophenyl)methyl]-1H-pyrazole-4-carboxylic acid ethyl ester C(C)OC(=O)C=1C=NN(C1)CC1=CC(=C(C=C1)N1CC2CC2C1)C#N